3-(9-((4-(aminomethyl)-2-methylphenyl)carbamoyl)-4,5-dihydrobenzo[b]thieno[2,3-d]oxepin-8-yl)-6-((1-methylcyclohexyl)carbamoyl)picolinic acid NCC1=CC(=C(C=C1)NC(=O)C1=CC2=C(OCCC3=C2SC=C3)C=C1C=1C(=NC(=CC1)C(NC1(CCCCC1)C)=O)C(=O)O)C